C(C1=CC=CC=C1)N1[C@H]2CNC[C@@H]1CC(C2)C=2C=C1CN(C(C1=CC2)=O)C2C(NC(CC2)=O)=O 3-(5-((1r,5s)-9-benzyl-3,9-diazabicyclo[3.3.1]non-7-yl)-1-oxoisoindolin-2-yl)piperidine-2,6-dione